BrC1=CC=C(C=C1)C=1N=C(SC1)C=1C(C=2C(=NNC2C)OC1C)=O (4-(4-bromophenyl)thiazole-2-yl)-3,6-dimethylpyrano[2,3-c]pyrazol-4-one